C(C)(C)C=1C=C(C=CC1)[C@@H]1CC2(CN(C2)C=O)CC1 ((S)-6-(3-isopropylphenyl)-2-azaspiro[3.4]octan-2-yl)methanone